(3S,4S)-3-amino-4-(methoxy-d3)pyrrolidine-1-carboxylic acid benzyl ester C(C1=CC=CC=C1)OC(=O)N1C[C@@H]([C@H](C1)OC([2H])([2H])[2H])N